P(OCCCCCCCC\C=C/CCCCCCCC)(OCCCCCCCC\C=C/CCCCCCCC)(=O)N dioleyl phosphoramidate